ClC1=NC=C(C2=C1N=C(N=C2N2CCC1(CCN(C1)C)CC2)C=2C=NNC2C)OC 8-chloro-5-methoxy-2-(5-methyl-1H-pyrazol-4-yl)-4-(2-methyl-2,8-diazaspiro[4.5]decan-8-yl)pyrido[3,4-d]pyrimidine